CC1=NOC=C1C1=CC=C2C(N(C=NC2=C1)CC=1C=C(C(=O)NCC(F)(F)F)C=CC1)=O 3-((7-(3-Methylisoxazol-4-yl)-4-oxoquinazolin-3(4H)-yl)methyl)-N-(2,2,2-trifluoroethyl)benzamide